C1(CCCCC1)N1C=2N(CC(C1)CNC(OCCCC)=O)N=CC2 butyl ((4-cyclohexyl-4,5,6,7-tetrahydropyrazolo[1,5-a]pyrimidin-6-yl)methyl)carbamate